2,3-difluoro-6-hydroxyphenylboronic acid FC1=C(C(=CC=C1F)O)B(O)O